(3-(3,7-dimethylocta-2,6-dien-1-yl)-2,4-dihydroxy-6-pentylphenyl)(4-methylpiperazin-1-yl)methanone CC(=CCC=1C(=C(C(=CC1O)CCCCC)C(=O)N1CCN(CC1)C)O)CCC=C(C)C